6-((1-methyl-3-oxo-1,3-dihydro-2H-indazol-2-yl)methyl)benzo[d]oxazol-2(3H)-one CN1N(C(C2=CC=CC=C12)=O)CC1=CC2=C(NC(O2)=O)C=C1